C(C1=CC=CC=C1)C=1SC(=C(N1)C)C(=O)NC[C@H](C(N[C@H]1C2=C(CN3N(C1=O)CCC3)C=CC=C2)=O)C 2-benzyl-4-methyl-N-((R)-2-methyl-3-oxo-3-(((S)-11-oxo-2,3,10,11-tetrahydro-1h,5h-benzo[d]pyrazolo[1,2-a][1,2]diazepin-10-yl)amino)propyl)thiazole-5-carboxamide